C(=O)O.C[C@H]1N(CCN(C1)C)C=1C=2N(N=C(C1)N1CC3CCC(C1)O3)C(=NC2)C2=NNC=C2 3-(4-((R)-2,4-dimethylpiperazin-1-yl)-7-(1H-pyrazol-3-yl)imidazo[1,5-b]pyridazin-2-yl)-8-oxa-3-azabicyclo[3.2.1]octane formate salt